CC1=NN=C2C=3N(CCCN21)N=C2C3CN(CC2)C(=O)OC(C)(C)C tert-Butyl 3-methyl-6,7,10,11-tetrahydro-5H-pyrido[4',3':3,4]pyrazolo[1,5-a][1,2,4]triazolo[3,4-c][1,4]diazepine-12(13H)-carboxylate